C1(CCCCC1)CCC1NC(N(C1=O)C1CC2(CC(C2)OC2=NC=CC=C2C(=O)N)C1)=O 2-{[(αR)-6-[4-(2-cyclohexylethyl)-2,5-dioxoimidazolidin-1-yl]spiro[3.3]heptan-2-yl]oxy}pyridine-3-carboxamide